4-ethyl-2,3-dimethyl-1,2,3-butanetriol C(C)CC(C(CO)(O)C)(O)C